ClC1=C(C=C(OCC(=O)NC(CO)CO)C=C1)F (4-chloro-3-fluorophenoxy)-N-[2-hydroxy-1-(hydroxymethyl)ethyl]-acetamide